O1C(OCC1)C=1C=CC(=C(C1)N1C(C(C2=CC=CC=C12)(C)C)=O)F 1-(5-(1,3-dioxolan-2-yl)-2-fluorophenyl)-3,3-dimethylindolin-2-one